trichlorobipyridine ClC=1C(=C(C(=NC1)C1=NC=CC=C1)Cl)Cl